[Ca].C(C(=C)C)(=O)OCC(COCCC[Si](O[Si](C)(C)C)(O[Si](C)(C)C)C)O (3-Methacryloxy-2-hydroxypropoxypropyl)methyl-bis(trimethylsiloxy)silane calcium